Bis(5-nonyl)perylene-3,4,9,10-tetracarboxylic acid diimide CCCCC(CCCC)C1=C(C=2C3=CC=C(C=4C(=CC=C(C5=CC=C(C(=C1C(O)=N)C52)C(O)=N)C43)C(=O)O)C(=O)O)C(CCCC)CCCC